C(C1=CC=CC=C1)N(C(=O)N[C@H](C(=O)OC)CC(C)C)C1CCN(CC1)C(=O)OC(C)(C)C Tert-butyl (S)-4-(1-benzyl-3-(1-methoxy-4-methyl-1-oxopentan-2-yl)ureido)piperidine-1-carboxylate